FC=1C=C(C=C(C1)C=O)P(OC)(OC)=O dimethyl (3-fluoro-5-formylphenyl)phosphonate